6-carboxy-2-(3,5-dichlorophenyl)-benzoxazole diethanolamine salt N(CCO)CCO.C(=O)(O)C1=CC2=C(N=C(O2)C2=CC(=CC(=C2)Cl)Cl)C=C1